diazidoethylene glycol N(=[N+]=[N-])C(C(N=[N+]=[N-])O)O